3-((9H-fluoren-9-yl)methyl) 8-(tert-butyl) (1S,2S,5R)-2-((R)-1-acetoxyallyl)-3,8-diazabicyclo[3.2.1]octane-3,8-dicarboxylate C(C)(=O)O[C@H](C=C)[C@@H]1[C@@H]2CC[C@H](CN1C(=O)OCC1C3=CC=CC=C3C=3C=CC=CC13)N2C(=O)OC(C)(C)C